6-ethoxy-1-(tetrahydro-2H-pyran-2-yl)-4-(4,4,5,5-tetramethyl-1,3,2-dioxaborolan-2-yl)-1H-pyrazole C(C)OC1CCCC(O1)N1N=CC(=C1)B1OC(C(O1)(C)C)(C)C